6-Fluoro-7-iodo-1-methyl-4H-benzo[b][1,2,4]triazolo[4,3-d][1,4]oxazine-8-carbonitrile FC1=C(C(=CC2=C1OCC=1N2C(=NN1)C)C#N)I